C1(CC1)CN1CC2(C1)CC(C2)N2CCC(CC2)C=2C=C(C=1N(C2)C=C(N1)C1=CC(=C(C=C1)OC)OC)C 6-(1-(2-(cyclopropylmethyl)-2-azaspiro[3.3]hept-6-yl)piperidin-4-yl)-2-(3,4-dimethoxyphenyl)-8-methylimidazo[1,2-a]pyridine